tetraethoxysilane compound with neopentyl glycol OCC(C)(CO)C.C(C)O[Si](OCC)(OCC)OCC